CC1=NN(C(=C1C=1C=CC(=NC1F)NC([C@H](C1CCC(CC1)C)NC(=O)C=1C(=NOC1)CC)=O)C)COCC[Si](C)(C)C N-[(1S)-2-[[5-[3,5-dimethyl-1-(2-trimethylsilylethoxymethyl)pyrazol-4-yl]-6-fluoro-2-pyridyl]amino]-1-(4-methylcyclohexyl)-2-oxo-ethyl]-3-ethyl-isoxazole-4-carboxamide